1,4-dimethyl-2,5-dinitrobenzene CC1=C(C=C(C(=C1)[N+](=O)[O-])C)[N+](=O)[O-]